1,3-Bis(glycidoxypropyl)tetramethyl-disiloxan C(C1CO1)OCCC[Si](O[Si](CCCOCC1CO1)(C)C)(C)C